3-Hydroxycyclobutane-1,1-dicarboxylic acid diisopropyl ester C(C)(C)OC(=O)C1(CC(C1)O)C(=O)OC(C)C